C(CCC)(=O)OCCCCCCCCC[C@@H](CCCC(C)C)C (S)-10,14-dimethyl-pentadecyl alcohol n-butyrate